(1R,2S)-1-hydroxy-2-[(5S)-5H-imidazo[4,3-a]isoindol-5-yl]-7-azaspiro[3.5]nonane-7-sulfonamide O[C@@H]1[C@@H](CC12CCN(CC2)S(=O)(=O)N)[C@@H]2N1C(C3=CC=CC=C23)=CN=C1